rel-(3S,4S)-3-(3-amino-1-prop-2-enoyl-4-piperidyl)-1-methyl-7-[4-(4-methylpiperazin-1-yl)anilino]-4H-pyrimido[4,5-d]pyrimidin-2-one N[C@H]1CN(CC[C@@H]1N1C(N(C2=NC(=NC=C2C1)NC1=CC=C(C=C1)N1CCN(CC1)C)C)=O)C(C=C)=O |o1:1,6|